ClC1=CC(=NC(=N1)N1C=NC=C1)C(=O)O 6-chloro-2-(1H-imidazol-1-yl)pyrimidine-4-carboxylic acid